CC(C)CONC(=O)C(=C)C N-isobutoxy-methylacrylamide